C(C=C)(=O)NCC=1C(=CC(=NC1)C1=CC=C(C=C1)F)C1=NC=CC(=C1)C(=O)N 5'-(acrylamidomethyl)-2'-(4-fluorophenyl)-[2,4'-bipyridine]-4-carboxamide